2-(((6-chloropyridazin-4-yl)oxy)methyl)-6-cyclopropylimidazo[1,2-a]pyrimidine ClC1=CC(=CN=N1)OCC=1N=C2N(C=C(C=N2)C2CC2)C1